O[C@@H](CCC)C1=CC(=C(C=N1)C1=NC=C2C=C(N=CC2=C1)C1(CC1)C(=O)N)C (7-{6-[(1S)-1-hydroxybutyl]-4-methylpyridin-3-yl}-2,6-naphthyridin-3-yl)cyclopropanecarboxamide